3-(5-Chloro-2-{[(3S)-3-(morpholin-4-ylmethyl)-3,4-dihydroisoquinolin-2(1H)-yl]carbonyl}phenyl)-N-(2-cyanobenzyl)-N-(4-hydroxyphenyl)-5,6,7,8-tetrahydroindolizine-1-carboxamide ClC=1C=CC(=C(C1)C1=CC(=C2CCCCN12)C(=O)N(C1=CC=C(C=C1)O)CC1=C(C=CC=C1)C#N)C(=O)N1CC2=CC=CC=C2C[C@H]1CN1CCOCC1